(2S)-tert-butyl 4-(5-ethyl-1,2-thiazole-3-carboxamido)-2-methylpiperidine-1-carboxylate C(C)C1=CC(=NS1)C(=O)NC1C[C@@H](N(CC1)C(=O)OC(C)(C)C)C